5-chloro-2-(4-{[(3R)-1-(propan-2-yl)piperidin-3-yl]amino}imidazo[1,5-d][1,2,4]triazin-1-yl)phenol ClC=1C=CC(=C(C1)O)C=1C=2N(C(=NN1)N[C@H]1CN(CCC1)C(C)C)C=NC2